(S)-N-(((R)-5-((1R,4R)-2-oxa-5-azabicyclo[2.2.1]heptan-5-yl)-1,2,3,4-tetrahydroisoquinolin-3-yl)methyl)-N-methyl-5,6,7,8-tetrahydroquinolin-8-amine [C@H]12OC[C@H](N(C1)C1=C3C[C@@H](NCC3=CC=C1)CN([C@H]1CCCC=3C=CC=NC13)C)C2